methyl (1R,3R)-1-(1,3-benzodioxol-5-yl)-2-(chloroacetyl)-2,3,4,9-tetrahydro-1H-pyrido[3,4-B]indole-3-carboxylate O1COC2=C1C=CC(=C2)[C@H]2N([C@H](CC1=C2NC2=CC=CC=C12)C(=O)OC)C(CCl)=O